OC(C)(C)C1=C(C=NC=C1)C 4-(2-hydroxypropan-2-yl)-3-methylpyridin